CC1=CC=C(C(=O)OC2=C(C(=CC(=C2)Cl)C=NC2=C(C=C(C=C2)Cl)Cl)OC(C(C)C)=O)C=C1 5-chloro-3-((2,4-di-chlorophenylimino)meth-yl)-2-(isobutyryloxy)phenyl 4-methylbenzoate